FC(C(C(F)(F)F)(O)C1=CC=C(C=C1)C1=C(C=C(C=C1)CN1C[C@H](N(CC1)CC1=CC=NC=C1)C(=O)OC(C)C)C)(F)F isopropyl (S)-4-((4'-(1,1,1,3,3,3-hexafluoro-2-hydroxypropan-2-yl)-2-methyl-[1,1'-biphenyl]-4-yl)methyl)-1-(pyridin-4-ylmethyl)piperazine-2-carboxylate